4-(4-((trimethylsilyl)ethynyl)benzyl)thiomorpholine 1,1-dioxide C[Si](C)(C)C#CC1=CC=C(CN2CCS(CC2)(=O)=O)C=C1